N-[(4-Cyano-phenyl)-methyl]-2-ethylsulfanyl-4-methyl-6-morpholin-4-yl-pyridine-3-carboxylic acid amide C(#N)C1=CC=C(C=C1)CNC(=O)C=1C(=NC(=CC1C)N1CCOCC1)SCC